tert-Butyl ((1S,3S)-3-(((5-(4-cyano-3-fluorophenyl)-1-(4-methoxy phenyl)-1H-pyrazol-3-yl)amino)methyl)cyclohexyl)carbamate C(#N)C1=C(C=C(C=C1)C1=CC(=NN1C1=CC=C(C=C1)OC)NC[C@@H]1C[C@H](CCC1)NC(OC(C)(C)C)=O)F